copper format C(=O)[O-].[Cu+2].C(=O)[O-]